(2-((3-(3-cyanophenyl)quinoxalin-2-yl)oxy)ethyl)(methyl)carbamate C(#N)C=1C=C(C=CC1)C=1C(=NC2=CC=CC=C2N1)OCCOC(NC)=O